4-(chloromethyl)-1H-indazole-1-carboxylic acid tert-butyl ester C(C)(C)(C)OC(=O)N1N=CC2=C(C=CC=C12)CCl